4-(4-(1-(4-methoxybenzyl)azetidine-3-carbonyl)-3,4-dihydro-2H-pyrido[4,3-b][1,4]oxazin-8-yl)benzonitrile COC1=CC=C(CN2CC(C2)C(=O)N2C3=C(OCC2)C(=CN=C3)C3=CC=C(C#N)C=C3)C=C1